3-(2-(pyridin-3-yloxy)ethyl)urea N1=CC(=CC=C1)OCCNC(N)=O